N[C@@H]1[C@@H](OCC12CCN(CC2)C=2N=CC(=NC2)SC=2C(=C1C(N(C=NC1=CC2)CC(C)(C)OC)=O)Cl)C 6-((5-((3S,4S)-4-amino-3-methyl-2-oxa-8-azaspiro[4.5]decan-8-yl)pyrazin-2-yl)thio)-5-chloro-3-(2-methoxy-2-methylpropyl)quinazolin-4(3H)-one